9,10-diformyl-anthracene C(=O)C=1C2=CC=CC=C2C(=C2C=CC=CC12)C=O